FC1=CC=C(C=C1)S(=O)(=O)NCCOC1=CC2=C(N=C(S2)C2=C3N=CC(=NC3=CC(=C2)C)OC)C(=C1)C(F)(F)F 4-fluoro-N-(2-(2-(2-methoxy-7-methylquinoxalin-5-yl)-4-(trifluoromethyl)benzo[d]thiazol-6-yloxy)ethyl)benzenesulfonamide